bis(dimethylamino)-propanol CN(C)C(CC)(O)N(C)C